3-(1-(2-fluorobenzyl)-1H-pyrazol-4-yl)-7,8-dihydroxy-2-(trifluoromethyl)-4H-chromen-4-one FC1=C(CN2N=CC(=C2)C2=C(OC3=C(C(=CC=C3C2=O)O)O)C(F)(F)F)C=CC=C1